OC1=C(C(=O)C2=CC=CC=C2)C=CC(=C1)OC(C=C)=O hydroxy-4-(acryloyloxy)benzophenone